2,3,5,6-tetrafluoro-3-cyanobenzoic acid FC1C(C(=O)O)=C(C(=CC1(C#N)F)F)F